C(C1=C(C2=CC=CC=C2C=C1)C(=O)O)C1=C(C2=CC=CC=C2C=C1)C(=O)O.C1=CC=CC2=NC3=CC=CC=C3C(=C12)CCCCCCCCCCCCC=1C2=CC=CC=C2N=C2C=CC=CC12 1,12-bis(9-acridinyl)dodecane methylenebisnaphthoate